(S)-N-(3-(1-((1-cyclopropyl-1H-pyrazolo[3,4-b]pyrazin-6-yl)amino)ethyl)phenyl)-5-methylnicotinamide C1(CC1)N1N=CC=2C1=NC(=CN2)N[C@@H](C)C=2C=C(C=CC2)NC(C2=CN=CC(=C2)C)=O